COC(=O)C=1CN=C(NC1)C=1SC=CN1 2-thiazol-2-yl-1,4-dihydropyrimidine-5-carboxylic acid methyl ester